FC(C(=O)[O-])(F)F.C(C1=CC=CC=C1)OC(CCC(C(=O)C(C)C)[NH3+])=O 5-(Benzyloxy)-1-isopropyl-1,5-dioxopentan-2-aminium 2,2,2-trifluoroacetate